2,3-difluorobenzenesulfonamide FC1=C(C=CC=C1F)S(=O)(=O)N